ClC1=C(C(=CC=C1)C)NC(=O)C=1C(=NC(=NC1)NC1=CC(=C(C=C1)N1CCN(CC1)C)F)NC1CCC1 N-(2-chloro-6-methylphenyl)-4-(cyclobutylamino)-2-((3-fluoro-4-(4-methylpiperazin-1-yl)phenyl)amino)pyrimidine-5-carboxamide